tert-butyl (2'S,4R)-2-formyl-2'-methyl-spiro[6,7-dihydrothieno[3,2-c]pyran-4,4'-piperidine]-1'-carboxylate C(=O)C1=CC2=C(CCO[C@]23C[C@@H](N(CC3)C(=O)OC(C)(C)C)C)S1